2,4-bis(benzyloxy)-5-isopropyl-N-(2-methylquinolin-4-yl)benzamide C(C1=CC=CC=C1)OC1=C(C(=O)NC2=CC(=NC3=CC=CC=C23)C)C=C(C(=C1)OCC1=CC=CC=C1)C(C)C